6-amino-2-(3,5-dichloro-4-((4'-chloro-2'-oxospiro[cyclopropane-1,3'-indoline]-5'-yl)oxy)phenyl)-1,2,4-triazine-3,5(2h,4h)-dione NC=1C(NC(N(N1)C1=CC(=C(C(=C1)Cl)OC=1C(=C2C3(C(NC2=CC1)=O)CC3)Cl)Cl)=O)=O